(R)-1-(4-((4-(2,2-difluoroethoxy)-5-(quinolin-6-yl)pyrrolo[2,1-f][1,2,4]triazin-2-yl)amino)-3,3-difluoropiperidin-1-yl)ethan-1-one FC(COC1=NC(=NN2C1=C(C=C2)C=2C=C1C=CC=NC1=CC2)N[C@H]2C(CN(CC2)C(C)=O)(F)F)F